3-isocyanato-4'-fluoro-1,1'-biphenyl N(=C=O)C=1C=C(C=CC1)C1=CC=C(C=C1)F